2-(6-{5-chloro-2-[(oxacyclohex-4-yl)amino]pyrimidin-4-yl}-1-oxo-2,3-dihydro-1H-isoindol-2-yl)-N-(1-phenylpyrrolidin-3-yl)acetamide ClC=1C(=NC(=NC1)NC1CCOCC1)C1=CC=C2CN(C(C2=C1)=O)CC(=O)NC1CN(CC1)C1=CC=CC=C1